4-amino-1-{[(2s,3s,4s)-3-ethyl-4-fluoro-5-oxopyrrolidin-2-yl]methoxy}-7-methoxyisoquinoline-6-carboxamide NC1=CN=C(C2=CC(=C(C=C12)C(=O)N)OC)OC[C@H]1NC([C@H]([C@H]1CC)F)=O